ClC=1C=C(C=C(C1)Cl)N1N=C(C2=C1C=1C=C(C(=CC1OC2)OC)C=2C=C(C=CC2)C(C)=O)C(=O)N2C(COCC2)(C)C 1-(3-(1-(3,5-dichlorophenyl)-3-(3,3-dimethylmorpholine-4-carbonyl)-7-methoxy-1,4-dihydrochromeno[4,3-c]pyrazol-8-yl)phenyl)ethan-1-one